5-bromo-4-(((tert-butyldimethylsilyl)oxy)methyl)-2-methoxypyridine BrC=1C(=CC(=NC1)OC)CO[Si](C)(C)C(C)(C)C